C(C)(C)(C)OC(=O)NC1=CC=C(C=C1)C=1SC(=C(N1)C(=O)OC)C Methyl 2-(4-((tert-butoxycarbonyl) amino) phenyl)-5-methylthiazole-4-carboxylate